N,N-diethylanilinium tetrakis(3,5-ditrifluoromethylphenyl)borate FC(C=1C=C(C=C(C1)C(F)(F)F)[B-](C1=CC(=CC(=C1)C(F)(F)F)C(F)(F)F)(C1=CC(=CC(=C1)C(F)(F)F)C(F)(F)F)C1=CC(=CC(=C1)C(F)(F)F)C(F)(F)F)(F)F.C(C)[NH+](C1=CC=CC=C1)CC